BrC=1C=C(C(=O)OC)C=CC1CN[C@@H](CO)C(C)C methyl (R)-3-bromo-4-(((1-hydroxy-3-methylbutan-2-yl)amino)methyl)benzoate